DS-2-cyclohexyl acrylate C(C=C)(=O)OC1CCCCC1